COC1=CC=C(CN2CC=3N(CC2=O)C=CN3)C=C1 7-(4-methoxybenzyl)-7,8-dihydroimidazo[1,2-a]pyrazin-6(5H)-one